α-(hydroxymethyl)ethylacrylate OCC(C)OC(C=C)=O